2-(5-Bromofuran-2-carbonyl)-8-methoxy-1,3,4,5-tetrahydropyrido[4,3-b]indol BrC1=CC=C(O1)C(=O)N1CC2=C(NC=3C=CC(=CC23)OC)CC1